NCCC(C(C(=O)O)=O)CC aminoethyl-ketovaleric acid